BrC1=CC(=C(C=C1)C=CC=O)OC 3-(4-bromo-2-methoxyphenyl)acrolein